N1C=CC2=CC(=CC=C12)C=1N=NN(C1)C=1C=C2CN(C(C2=CC1)=O)N1C(CCCC1=O)=O 5-[4-(1H-indol-5-yl)-1,2,3-triazol-1-yl]-1-oxo-3H-isoindol-2-ylpiperidine-2,6-dione